5-(2-((4-((S)-2-(4-chloro-2-fluorophenyl)-2-methylbenzo[d][1,3]dioxol-4-yl)piperidin-1-yl)methyl)-5-methyl-1-(((S)-oxetan-2-yl)methyl)-1H-imidazol-4-yl)oxazole ClC1=CC(=C(C=C1)[C@@]1(OC2=C(O1)C=CC=C2C2CCN(CC2)CC=2N(C(=C(N2)C2=CN=CO2)C)C[C@H]2OCC2)C)F